3-(cyclopropylamino)-4-[(6S)-2,2-difluoro-7-[(5-methoxy-7-methyl-1H-indol-4-yl)methyl]-7-azaspiro[3.5]nonan-6-yl]benzoic acid C1(CC1)NC=1C=C(C(=O)O)C=CC1[C@@H]1CC2(CC(C2)(F)F)CCN1CC1=C2C=CNC2=C(C=C1OC)C